N1CC(C1)NC=1C=CC(=C(C1)C(C(=O)N)(CC)N1C=2C(=CC=C1)N=C(N2)SCC2=CC(=C(C(=C2)OC)OC)OC)C (5-(azetidin-3-ylamino)-2-methylphenyl)-2-(2-((3,4,5-trimethoxybenzyl)thio)-4H-imidazo[4,5-b]pyridin-4-yl)butanamide